N-[(2-{[3-(hydroxymethyl)pyridin-2-yl]sulfanyl}-3,5-bis(trifluoromethyl)phenyl)methyl]-2-methylpropane-2-sulfinamide OCC=1C(=NC=CC1)SC1=C(C=C(C=C1C(F)(F)F)C(F)(F)F)CNS(=O)C(C)(C)C